(19R)-3-ethyl-16-fluoro-9,10,19-trimethyl-20-oxa-3,4,10,11,23-pentaazapentacyclo[19.3.1.02,6.08,12.013,18]pentacosa-1(24),2(6),4,8,11,13,15,17,21(25),22-decaen-22-amine C(C)N1C=2C3=CN=C(C(O[C@@H](C4=CC(=CC=C4C4=NN(C(=C4CC2C=N1)C)C)F)C)=C3)N